tert-butyl (2r,4s)-2-amino-6-azaspiro[3.4]octane-6-carboxylate NC1CC2(C1)CN(CC2)C(=O)OC(C)(C)C